(3S)-3-({1-cyclopentyl-5-[2-(trifluoromethyl)phenyl]-1H-pyrazol-3-yl}formamido)-5-(2,2-dimethyl-4-oxopyrrolidin-1-yl)pentanoic acid C1(CCCC1)N1N=C(C=C1C1=C(C=CC=C1)C(F)(F)F)C(=O)N[C@H](CC(=O)O)CCN1C(CC(C1)=O)(C)C